tert-butyl (S)-(6-methyl-5-(2-(3-methylpiperidin-1-yl)acetamido)pyridin-3-yl)carbamate CC1=C(C=C(C=N1)NC(OC(C)(C)C)=O)NC(CN1C[C@H](CCC1)C)=O